C(C)(C)C1=C(NC2=CC=C(C=C12)C1CCNCC1)C1=CC=2N(C=C1)N=NC2C 5-(3-isopropyl-5-(piperidin-4-yl)-1H-indol-2-yl)-3-methyl-[1,2,3]triazolo[1,5-a]pyridine